CC(CC=CCC)OC(C1=C(C=CC=C1)O)=O (4Z)-2-hydroxybenzoic acid hept-4-en-2-yl ester